2-ethyl-1,4-butanediyl diisocyanate C(C)C(CN=C=O)CCN=C=O